C1=CC=CC1.[Co] Cobalt cyclopentadiene